1-ethyl-7-methyl-4,5,6,7-tetrahydro-1H-indazol-5-ylamine C(C)N1N=CC=2CC(CC(C12)C)N